1-[(2S)-2-[(6-chloropyrazolo[3,4-d]pyrimidin-1-yl)methyl]pyrrolidin-1-yl]ethanone ClC1=NC=C2C(=N1)N(N=C2)C[C@H]2N(CCC2)C(C)=O